6-(4-((2-cyclohexylthioethyl)amino)phenyl)tetrahydro-2H-pyran-2-one C1(CCCCC1)SCCNC1=CC=C(C=C1)C1CCCC(O1)=O